C12(CCC(CC1)C2)F norbornyl fluoride